ethyl 4-hydroxy-6-oxo-1,6-dihydropyridazine-3-carboxylate OC=1C(=NNC(C1)=O)C(=O)OCC